FC1=C(C=CC=C1)C1=NN(C=C1C1=NC=NC2=CC(=CC=C12)C=1C=NN(C1)C)C1OCCCC1 4-(3-(2-fluorophenyl)-1-(tetrahydro-2H-pyran-2-yl)-1H-pyrazol-4-yl)-7-(1-methyl-1H-pyrazol-4-yl)quinazoline